CC1=NC(=CC=C1N1CCN(CC1)CC=1C=C2NC(C=3N(C2=CC1)N=C(C3)C)=O)C(NC)=O 7-((4-(2-methyl-6-(methylcarbamoyl)pyridin-3-yl)piperazin-1-yl)methyl)-2-methylpyrazolo[1,5-a]quinoxalin-4(5H)-one